FC=1C(=CC=2C3=C(NC(C2C1)=O)COCC3N(C(=O)C=3NC1=CC(=CC(=C1C3)CO)F)C)F N-(8,9-difluoro-6-oxo-1,4,5,6-tetrahydro-2H-pyrano[3,4-c]isoquinolin-1-yl)-6-fluoro-4-(hydroxymethyl)-N-methyl-1H-indole-2-carboxamide